NC1=CC=C(CNC(C=2C=C(C=CC2)NC(=O)C=2N(N=C(C2)C(F)(F)F)C2=CC(=CC=C2)C#N)C2=CC=CC=C2)C=C1 2-(3-Cyano-phenyl)-5-trifluoromethyl-2H-pyrazole-3-carboxylic acid {3-[(4-amino-benzylamino)-phenyl-methyl]-phenyl}-amide